CC(C)(S(=O)(=O)C)C1=NSC(=C1)C(=O)O 3-(1-methyl-1-methanesulfonyl-ethyl)isothiazole-5-carboxylic acid